N-methyltoluidine β-naphthalenesulfinate salt C1=C(C=CC2=CC=CC=C12)S(=O)O.CNC=1C(=CC=CC1)C